FC1=CC=CC=2C(=N[C@@H](C(NC21)=O)NC(=O)C2=C(N=C1N2N=C(C=C1)OCCOC)C1=C(C=CC=C1)F)C1=CC=CC=C1 N-[(3S)-9-Fluoro-2-oxo-5-phenyl-1,3-dihydro-1,4-benzodiazepin-3-yl]-2-(2-fluorophenyl)-6-(2-methoxyethoxy)imidazo[1,2-b]pyridazine-3-carboxamide